C1(=C(C=CC=C1)C[C@@H]1NCCC[C@@H]1NS(=O)(=O)C)C1=CC=CC=C1 N-(cis-2-(biphenyl-2-ylmethyl)piperidin-3-yl)methanesulfonamide